2-ethoxycarbonyl-3-(3-chlorophenylthio)-quinoxaline C(C)OC(=O)C1=NC2=CC=CC=C2N=C1SC1=CC(=CC=C1)Cl